C(#C)N1CCCCC1 ethynylpiperidin